(S)-4-amino-1-(5,5-difluoro-1-(2-fluoroacryloyl)piperidin-3-yl)-3-(4-phenoxyphenyl)-1,3-dihydro-2H-imidazo[4,5-c]pyridin-2-one NC1=NC=CC2=C1N(C(N2[C@@H]2CN(CC(C2)(F)F)C(C(=C)F)=O)=O)C2=CC=C(C=C2)OC2=CC=CC=C2